tert-butyl ((1S,3R)-3-(2-(2-fluorophenyl)-6-(2H-1,2,3-triazol-2-yl)-3H-imidazo[4,5-c]pyridin-3-yl)cyclohexyl)carbamate FC1=C(C=CC=C1)C1=NC2=C(C=NC(=C2)N2N=CC=N2)N1[C@H]1C[C@H](CCC1)NC(OC(C)(C)C)=O